C(C)(C)[N-]C(C)C di-iso-propyl-amide